(5S,6R)-5-(4-(4-(dimethoxymethyl)piperidin-1-yl)phenyl)-6-(phenyl-d5)-5,6,7,8-tetrahydronaphthalen-2-ol COC(C1CCN(CC1)C1=CC=C(C=C1)[C@H]1C=2C=CC(=CC2CC[C@H]1C1=C(C(=C(C(=C1[2H])[2H])[2H])[2H])[2H])O)OC